BrC=1C(=C(C=CC1)CC(=O)O)F 2-(3-bromo-2-fluorophenyl)acetic acid